C(C=C)N1N(C2=NC(=NC=C2C1=O)NC=1C=CC2=C(C=NO2)C1)C1=NC(=CC=C1)C(C)(C)O 2-allyl-6-(benzo[d]isoxazol-5-ylamino)-1-(6-(2-hydroxypropan-2-yl)pyridin-2-yl)-1,2-dihydro-3H-pyrazolo[3,4-d]pyrimidin-3-one